ClC=1C=CC2=C(C(CC(O2)C(=O)N[C@H]2CO[C@@H](CC2)C(=O)N2CC(C2)OC2=CC=C(C=C2)Cl)=O)C1 |r| 6-chloro-N-{rac-(3R,6S)-6-[3-(4-chlorophenoxy)azetidine-1-carbonyl]oxan-3-yl}-4-oxo-3,4-dihydro-2H-1-benzopyran-2-carboxamide